NC1=CC=C(C=C1)CCN1[C@H](O[C@@H](C1=O)CC)C=1C(=NN(C1)C1=CC=C(C=C1)Br)C1=CC=C(C=C1)F (2R,5R)-3-(4-aminophenylethyl)-2-(1-(4-bromophenyl)-3-(4-fluorophenyl)-1H-pyrazol-4-yl)-5-ethyloxazolidin-4-one